2-fluoro-1-[(1R,3R)-1-[4-[2-[3-(fluoromethyl)azetidin-1-yl]ethoxy]phenyl]-3-methyl-1,3,4,9-tetrahydropyrido[3,4-b]indol-2-yl]-2-methyl-propan-1-one FC(C(=O)N1[C@@H](C=2NC3=CC=CC=C3C2C[C@H]1C)C1=CC=C(C=C1)OCCN1CC(C1)CF)(C)C